(R)-1-(2-hydroxybutyl)-3-(2-methyl-3-phenylquinolin-6-yl)urea O[C@@H](CNC(=O)NC=1C=C2C=C(C(=NC2=CC1)C)C1=CC=CC=C1)CC